tert-butyl (1R,5S,6r)-6-(1-methyl-1H-pyrazol-5-yl)-3-azabicyclo[3.1.0]hexane-3-carboxylate CN1N=CC=C1C1[C@H]2CN(C[C@@H]12)C(=O)OC(C)(C)C